3-isopropoxy-N-(2-methyl-4-(4,4,5,5-tetramethyl-1,3,2-dioxaborolan-2-yl)benzyl)azetidine-1-carboxamide C(C)(C)OC1CN(C1)C(=O)NCC1=C(C=C(C=C1)B1OC(C(O1)(C)C)(C)C)C